2-(2-Aminopyridin-4-yl)-N-(2,2-dimethyl-6-(6-methylpyridin-3-yl)-2,3-dihydrobenzofuran-5-yl)oxazole-4-carboxylic acid amide NC1=NC=CC(=C1)C=1OC=C(N1)C(=O)NC=1C(=CC2=C(CC(O2)(C)C)C1)C=1C=NC(=CC1)C